C1(=CC=CC=C1)C(C(C(=O)O)(C)C)CCOC1=C(C=CC(=C1)C)C phenyl-5-(2,5-dimethylphenoxy)-2,2-dimethylpentanoic acid